6-hydroxy-2,3-dimethyl-4-((1,2,6-trimethyl-4-oxocyclohexa-2,5-diene-1-carbonyl)oxy)benzoic acid OC1=CC(=C(C(=C1C(=O)O)C)C)OC(=O)C1(C(=CC(C=C1C)=O)C)C